N-(1'-(6-(azetidin-1-ylmethyl)-2-(1,1-difluoroethyl)pyrimidin-4-yl)-1',2'-dihydrospiro[cyclopropane-1,3'-pyrrolo[3,2-c]pyridin]-6'-yl)acetamide N1(CCC1)CC1=CC(=NC(=N1)C(C)(F)F)N1CC2(C=3C=NC(=CC31)NC(C)=O)CC2